C(C)(C)OC1=NC(=CC=N1)C 2-isopropoxy-6-methylpyrimidin